1-(3-(1,1-difluoro-5-(4-phenylpiperazine-1-yl)amyl)-5-(trifluoromethyl)phenyl)-1H-indole FC(CCCCN1CCN(CC1)C1=CC=CC=C1)(F)C=1C=C(C=C(C1)C(F)(F)F)N1C=CC2=CC=CC=C12